N-(5-(difluoromethyl)-2,3-dihydro-1H-inden-1-yl)-6-methylimidazo[1,2-a]pyridine-3-carboxamide FC(C=1C=C2CCC(C2=CC1)NC(=O)C1=CN=C2N1C=C(C=C2)C)F